C[C@@H](CC(=O)OCC)CCCOC1=C(C=CC=C1)CN1C(=NC=C1C(F)(F)F)C1=CC=C(C=C1)OC(F)(F)F ethyl (3R)-3-methyl-6-(2-((2-(4-(trifluoromethoxy)phenyl)-5-(trifluoromethyl)-1H-imidazol-1-yl)methyl)phenoxy)hexanoate